ClC1=CC=2N(C=C1C1CCN(CC1)S(=O)(=O)C=1OC(=NN1)C)N=CN2 (4-(7-Chloro-[1,2,4]triazolo[1,5-a]pyridin-6-yl)piperidin-1-yl-sulfonyl)-5-methyl-1,3,4-oxadiazole